[Cl-].C(C)[NH+]1CN(C2=C1C=CC=C2)CC 1,3-diethyl-1H-benzimidazolium chloride